3,3-diphenyl-1-indanone C1(=CC=CC=C1)C1(CC(C2=CC=CC=C12)=O)C1=CC=CC=C1